2-chloro-9-(n-hexyloxy)anthracene ClC1=CC2=C(C3=CC=CC=C3C=C2C=C1)OCCCCCC